2-(3-aminophenyl)-1,3-benzoxazole-5-amine NC=1C=C(C=CC1)C=1OC2=C(N1)C=C(C=C2)N